COC1CC(C1)[C@@H](C=1C=C(C=CC1)N1C(C2=CC(=CC(=C2C1)C(F)(F)F)CNC1(CCC1)C)=O)C1=NN=CN1C 2-(3-((S)-((1s,3R)-3-methoxycyclobutyl)(4-methyl-4H-1,2,4-triazol-3-yl)methyl)phenyl)-6-(((1-methylcyclobutyl)amino)methyl)-4-(trifluoromethyl)isoindolin-1-one